NC1=NC(=NC=C1C(F)F)C=1C=C2C=CN(C(C2=CC1F)=O)CCC[C@H](CC)NC=1C=NNC(C1C(F)(F)F)=O (S)-6-(4-amino-5-(difluoromethyl)pyrimidin-2-yl)-7-fluoro-2-(4-((6-oxo-5-(trifluoromethyl)-1,6-dihydropyridazin-4-yl)amino)hexyl)isoquinolin-1(2H)-one